3-fluoro-5-nitro-2-phenylpyridine FC=1C(=NC=C(C1)[N+](=O)[O-])C1=CC=CC=C1